C(CCCC)[SiH](O[Si](C)(C)O[Si](C)(C)C)CCCCC di-n-pentyl-[(trimethylsiloxy)dimethyl-siloxy]silane